ClC1=C(C(=O)NC(C(=O)NC2CCC(CC2)C(=O)O)C)C=CC=C1 4-[[2-[(2-Chlorobenzoyl)amino]-1-oxopropyl]amino]cyclohexanecarboxylic acid